[5-[5-[(1R)-1-(3,5-dichloro-4-pyridinyl)ethoxy]-1H-indazol-3-yl]-3-fluoro-2-pyridinyl]-N-isobutyl-3-methyl-azetidin-3-amine ClC=1C=NC=C(C1[C@@H](C)OC=1C=C2C(=NNC2=CC1)C=1C=C(C(=NC1)N1CC(C1)(NCC(C)C)C)F)Cl